methyl 6,6-dimethyl-4-(4-nitrophenyl)-5,6-dihydro-2H-pyran-3-carboxylate CC1(CC(=C(CO1)C(=O)OC)C1=CC=C(C=C1)[N+](=O)[O-])C